[Cl-].C(C(C)C)C(C1=CC=CC=C1)([N+](C)(C)CCOCC)CC(C)C diisobutyl-ethoxyethyl-dimethylbenzyl-ammonium chloride